C(C)O[Si](OCC)(OCC)[SiH](C(CC(F)(F)F)F)[Si](OCC)(OCC)OCC bis(triethoxysilyl)tetrafluoropropyl-silane